5-Bromo-3,3-dimethyl-2,3-dihydro-1H-pyrrolo[3,2-b]pyridine BrC1=CC=C2C(=N1)C(CN2)(C)C